C(C)(C)(C)NC(C(CC[C@@H](C(=O)NC=1C(N(C=CC1)CC(=O)NC1C2CC3CC(CC1C3)C2)=O)NC(=O)C=2N3C(SC2)=NC(=C3)C)=O)=O (S)-N1-tert-butyl-N6-(1-(2-(2-adamantylamino)-2-oxoethyl)-2-oxo-1,2-dihydropyridin-3-yl)-5-(6-methylimidazo[2,1-b]thiazole-3-carboxamido)-2-oxohexanediamide